7-chloro-3-(2,6-difluoro-3,5-dimethoxyphenyl)-1-(3-methoxy-3-methylazetidin-1-yl)-2,6-naphthyridine ClC1=NC=C2C=C(N=C(C2=C1)N1CC(C1)(C)OC)C1=C(C(=CC(=C1F)OC)OC)F